C1[C@@H]2N(CCN1CC1=CC=3N(C=C1)N=CC3N3C(NC(CC3)=O)=O)CCC2 (R)-1-(5-((hexahydropyrrolo[1,2-a]pyrazin-2(1H)-yl)methyl)pyrazolo[1,5-a]pyridin-3-yl)dihydropyrimidine-2,4(1H,3H)-dione